ClC1=C(C(=CC=C1)Cl)S(=O)(=O)N1CCNCC1 1-(2,6-dichlorobenzenesulfonyl)piperazine